CC1(OC2=C(O1)C=CC(=C2)CC(=O)OC)C Methyl 2-(2,2-dimethylbenzo[d][1,3]dioxol-5-yl)acetate